4-[(2-hydroxytetradecyl)-oxy]phenyl-iodonium tetraphenyl-borate C1(=CC=CC=C1)[B-](C1=CC=CC=C1)(C1=CC=CC=C1)C1=CC=CC=C1.OC(COC1=CC=C(C=C1)[IH+])CCCCCCCCCCCC